2,6-dichloro-3-{[(2,2-dimethylpropanoyl)amino]methyl}-N-[1-(6-methylpyridazin-3-yl)-1H-indazol-4-yl]benzamide ClC1=C(C(=O)NC2=C3C=NN(C3=CC=C2)C=2N=NC(=CC2)C)C(=CC=C1CNC(C(C)(C)C)=O)Cl